N[C@@H]1[C@H](OCCC1)C1=C(C=2N=C(N=C(C2N1C(F)F)NCC=1SC=CC1)Cl)Br 6-((2S,3S)-3-aminotetrahydro-2H-pyran-2-yl)-7-bromo-2-chloro-5-(difluoromethyl)-N-(thiophen-2-ylmethyl)-5H-pyrrolo[3,2-d]pyrimidin-4-amine